[4-(2,7-diazaspiro[3.5]non-2-ylmethyl)-3-methyl-2-oxo-benzoimidazol-1-yl]piperidine-2,6-dione C1N(CC12CCNCC2)CC2=CC=CC=1N(C(N(C12)C)=O)N1C(CCCC1=O)=O